3-(6-Methoxy-9H-purin-9-yl)tetradecan-1-ol COC1=C2N=CN(C2=NC=N1)C(CCO)CCCCCCCCCCC